COC(NC1=NC=CC(=C1)C=1C=C2C(=NNC2=C(C1)C1=CC=C(C=C1)N)N)=O (4-(3-Amino-7-(4-aminophenyl)-1H-indazol-5-yl)pyridin-2-yl)carbamic acid methyl ester